O[C@@H](C)C=1N(C=CN1)CC1=NOC(=C1)C1=CC=C(C=C1)C#CC#CCN1CCC(CC1)C#N (S)-1-(5-(4-(3-((2-(1-hydroxyethyl)-1H-imidazol-1-yl)methyl)isoxazol-5-yl)phenyl)pentane-2,4-diyn-1-yl)piperidin-4-Nitrile